1-ethyl-4-fluoro-5-iodo-2-methyl-1H-benzo[d]imidazole C(C)N1C(=NC2=C1C=CC(=C2F)I)C